O=C(O)[C@@H](N)CC1=CC=C(O)C(O)=C1.P1C=CC=C1 phosphol-DOPA